ClC1=CC=C(C=C1)N1C2=NC(=NC(=C2N=C1C1=NC=CC=C1C)N1CCC(CC1)(C(=O)N)C)N(C)CCO 1-[9-(4-chlorophenyl)-2-[2-hydroxyethyl-(methyl)amino]-8-(3-methyl-2-pyridinyl)purin-6-yl]-4-methyl-piperidine-4-carboxamide